2-(4-((4-(benzo[d][1,3]oxathiolan-6-yl)-2-fluorophenoxy)methyl)piperidin-1-yl)-5-ethylpyrimidine O1CSC2=C1C=C(C=C2)C2=CC(=C(OCC1CCN(CC1)C1=NC=C(C=N1)CC)C=C2)F